C(=CCC)S(=O)(=O)[O-].[Na+] sodium butenesulfonate